C(C\C=C\CCCCCCCCCCCCCC(=O)O)C(=O)O trans-3-heptadecene-1,17-dicarboxylic acid